CN(C1=CC=C(C=C1)P(C1=CC=C(C=C1)N(C)C)=O)C bis(4-(dimethylamino)phenyl)phosphine oxide